N-(3-[1-[(4-Methyl-4H-1,2,4-triazol-3-yl)sulfanyl]ethyl]phenyl)isoquinoline-6-carboxamide CN1C(=NN=C1)SC(C)C=1C=C(C=CC1)NC(=O)C=1C=C2C=CN=CC2=CC1